(S*)-N4-cyclopropyl-N2-methyl-6-(1-phenylethyl)pyridine-2,4-dicarboxamide C1(CC1)NC(=O)C1=CC(=NC(=C1)[C@@H](C)C1=CC=CC=C1)C(=O)NC |o1:12|